(3H)-quinazolinone N=1C(NC=C2C=CC=CC12)=O